NCCCNC(OC(C)(C)C)=O tert-Butyl (3-aminopropyl)carbamate